C(C)(=O)N[C@H]1[C@@H](O[C@@H]([C@H]([C@@H]1OC(C)=O)OC(C)=O)COC(C)=O)Cl 2-acetamido-3,4,6-tri-O-acetyl-2-deoxy-beta-D-glucopyranosyl chloride